BrC=1C(=NC(=NC1)NS(=O)(=O)C1=NC(=CC=C1)F)C1=C(C=CC=C1)CCCCCCNCC(C(=O)OC)(C)C methyl 3-[6-[2-[5-bromo-2-[(6-fluoro-2-pyridyl)sulfonylamino]pyrimidin-4-yl]phenyl]hexylamino]-2,2-dimethyl-propanoate